NC12CC(C1)(C2)CN2C(=CC1=C(C(=CC=C21)CN2CCC1(CN(C1)C1=NC=NC3=CC=C(C=C13)CC(F)(F)F)CC2)C)C#N 1-[(3-aminobicyclo[1.1.1]pent-1-yl)methyl]-4-methyl-5-({2-[6-(2,2,2-trifluoroethyl)quinazolin-4-yl]-2,7-diazaspiro[3.5]non-7-yl}methyl)-1H-indole-2-carbonitrile